methyl 2-((2-(3-((tert-butoxycarbonyl) amino) prop-1-yn-1-yl)-3,4-difluoro-phenyl) amino)-5-(trifluoromethyl)-benzoate C(C)(C)(C)OC(=O)NCC#CC1=C(C=CC(=C1F)F)NC1=C(C(=O)OC)C=C(C=C1)C(F)(F)F